N1CC(C1)OC=1SC=NN1 2-(azetidin-3-yloxy)-1,3,4-thiadiazole